FC=1C=CC=2C3CC[C@@]4(C(\C(\[C@H](C4C3CCC2C1)CCC(=O)NC1=NC=C(C=C1)OC)=C/O)=O)C 3-((13S,15S,Z)-3-fluoro-16-(hydroxymethylene)-13-methyl-17-oxo-7,8,9,11,12,13,14,15,16,17-decahydro-6H-cyclopenta[a]phenanthren-15-yl)-N-(5-methoxypyridin-2-yl)propanamide